C(C1=CC=CC=C1)(=O)N1C(N(C=CC1=O)C1OC(C(C1NC(C)=O)O)C#CP(=O)(OCC)OCC)=O 3-Benzoyl-1-[3-acetamido-5-(2-diethoxyphosphorylethynyl)-4-hydroxy-tetrahydrofuran-2-yl]pyrimidine-2,4-dione